4-(1-methyl-5-(4-(trifluoromethoxy)phenyl)-1H-imidazol-2-yl)-2-(pyrimidin-2-yl)thiazole CN1C(=NC=C1C1=CC=C(C=C1)OC(F)(F)F)C=1N=C(SC1)C1=NC=CC=N1